BrC=1C(=NN(C1)C)C1=C(C=NC=C1)F 4-(4-bromo-1-methyl-1H-pyrazol-3-yl)-3-fluoropyridine